(-)-phenylalanine C1=CC=C(C=C1)C[C@@H](C(=O)O)N